ClC1=CC=C(C=C1)C(C(=O)N[C@H](C(=O)N[C@@H](C(=O)OCC)CCCO)C(C)C)(C)C Ethyl (R)-2-((S)-2-(2-(4-chlorophenyl)-2-methylpropanamido)-3-methylbutanamido)-5-hydroxypentanoate